(R)-3-(trifluoromethyl)-6a,7,9,10-tetrahydro-12H-pyrazino[2,1-c]pyrido[2,3-f][1,4]oxazepine-8(6H)-carboxylate FC(C1=CC2=C(CN3[C@@H](CO2)CN(CC3)C(=O)[O-])N=C1)(F)F